C(C)C12CCCN2C(C2=C1SC(=C2)C2=NC(=NC=C2)NC2CCN(CC2)S(=O)(=O)C)=O 8a-Ethyl-2-(2-((1-(methylsulfonyl)piperidin-4-yl)amino)pyrimidin-4-yl)-6,7,8,8a-tetrahydro-4H-thieno[2,3-a]pyrrolizin-4-one